CN1CCN(CC1)C1=CC=C(C=C1)B1OC(C(O1)(C)C)(C)C 1-methyl-4-[4-(4,4,5,5-tetramethyl-1,3,2-dioxaborolan-2-yl)phenyl]piperazine